N1CC(CCC1)NC1=NC=C(C(=N1)C=1C=C(NC1)C1=CC=C(C#N)C=C1)C(F)(F)F 4-(4-{2-[(piperidin-3-yl)amino]-5-(trifluoromethyl)pyrimidin-4-yl}-1H-pyrrol-2-yl)benzonitrile